FC(C1=C(C=CC=C1)C1=NN2C=NC=3C=CC=CC3C2=N1)(F)F 2-[2-(trifluoromethyl)phenyl][1,2,4]triazolo[1,5-c]quinazolin